7-azabenzotriazol-1-yloxytrispyrrolidinophosphonium hexafluorophosphate F[P-](F)(F)(F)(F)F.N1(N=NC2=C1N=CC=C2)O[P+](N2CCCC2)(N2CCCC2)N2CCCC2